ClC1=CC(=C(C(=C1)F)N1C[C@H]([C@](CC1)(O)COC1=C2N=CC(=NC2=CC=C1)OC)O)F (3R,4R)-1-(4-chloro-2,6-difluorophenyl)-4-[(2-methoxyquinoxalin-5-yl)oxymethyl]piperidine-3,4-diol